C1(=C(C(=CC(=C1)C)C)C=1C(OC2(C1)CCCCC2)=O)C 3-mesityl-1-oxaspiro[4.5]dec-3-en-2-one